1-butaneboronic acid C(CCC)B(O)O